bis(cyclopentadienyl)zirconium chloride hydride [H-].[Cl-].C1(C=CC=C1)[Zr+2]C1C=CC=C1